N1(CCC1)CCN1N=CC2=C(C=C(C=C12)C(=O)N)C1=NN=C(N1)C1=CC(=NN1CC)C 1-[2-(azetidin-1-yl)ethyl]-4-[5-(1-ethyl-3-methyl-1H-pyrazol-5-yl)-4H-1,2,4-triazol-3-yl]-1H-indazole-6-carboxamide